BrC1=CN=C2N1C=CN(C2=O)C 3-bromo-7-methyl-imidazo[1,2-a]pyrazin-8-one